4-(4-((1R,5S)-3,8-Diazabicyclo[3.2.1]octan-3-yl)-2-((tetrahydro-1H-pyrrolizin-7a(5H)-yl)methoxy-d2)-5,8-dihydropyrido[3,4-d]pyrimidin-7(6H)-yl)-5-ethyl-6-fluoronaphthalen-2-ol [C@H]12CN(C[C@H](CC1)N2)C=2C1=C(N=C(N2)OC([2H])([2H])C23CCCN3CCC2)CN(CC1)C1=CC(=CC2=CC=C(C(=C12)CC)F)O